N(=[N+]=[N-])CCCNCCNC N1-(3-azidopropyl)-N2-methylethane-1,2-diamine